4-cyclopentene-1,3-dicarboxylic acid C1(CC(C=C1)C(=O)O)C(=O)O